FC1=C(C=CC(=C1)OC)C1(NC=CC=2C(=C(C=CC12)C)N)N 1-(2-fluoro-4-methoxyphenyl)-6-methylisoquinoline-1,5-diamine